FC=1C=2N(C=C(C1)NC(=O)C=1C=3N=CC(=NC3C(=CC1)N1CCNCC1)OC)C=C(N2)C N-{8-fluoro-2-methylimidazo[1,2-a]pyridin-6-yl}-2-methoxy-8-(piperazin-1-yl)quinoxaline-5-carboxamide